ClC1=C(C=CC=C1)[C@H]1OC[C@H]([C@H](O1)C1=C(C=CC=C1)O)C\C=C/CCC(=O)O (Z)-6-((2S,4S,5R)-2-(2-chlorophenyl)-4-(2-hydroxyphenyl)-1,3-dioxan-5-yl)hex-4-enoic acid